tert-Butyl 4-(phenylcarbamoyl)piperazine-1-carboxylate C1(=CC=CC=C1)NC(=O)N1CCN(CC1)C(=O)OC(C)(C)C